tert-butyl N-(2-bromo-4-fluoro-5-methoxy-phenyl)-N-tert-butoxycarbonyl-carbamate BrC1=C(C=C(C(=C1)F)OC)N(C(OC(C)(C)C)=O)C(=O)OC(C)(C)C